N-(2-(cyclohexylamino)-1-(1-ethylpiperidin-4-yl)-2-oxoethyl)-N-(pentadecan-8-yl)palmitamide C1(CCCCC1)NC(C(C1CCN(CC1)CC)N(C(CCCCCCCCCCCCCCC)=O)C(CCCCCCC)CCCCCCC)=O